N-(2-acetylphenyl)-6-methylpyridinecarboxylic acid amide C(C)(=O)C1=C(C=CC=C1)NC(=O)C1=NC(=CC=C1)C